tert-butyl (1-phenyl-5-(trifluoromethyl)-1H-pyrazol-4-yl)carbamate C1(=CC=CC=C1)N1N=CC(=C1C(F)(F)F)NC(OC(C)(C)C)=O